ClC1=CC=C(CN2C(=NC=3N(C(N(C(C23)=O)CCCO)=O)C)C2(C=CC(CC2)(C)C)O)C=C1 7-(4-chlorobenzyl)-8-(1-hydroxy-4,4-dimethylcyclohex-2-en-1-yl)-1-(3-hydroxypropyl)-3-methyl-3,7-dihydro-1H-purine-2,6-dione